Benzyl ((S)-1-Oxo-3-phenyl-1-(((S,E)-1-phenyl-4-(pyrimidin-2-yl)-but-3-en-2-yl)amino)propan-2-yl)carbamate O=C([C@H](CC1=CC=CC=C1)NC(OCC1=CC=CC=C1)=O)N[C@@H](CC1=CC=CC=C1)\C=C\C1=NC=CC=N1